CS(=O)(=O)OCC[C@H](C)NC(=O)OC(C)(C)C (S)-3-((tert-butoxycarbonyl)amino)butyl methanesulfonate